COC(=O)C1=CC2=C(OCCN2C2COCC2)C=C1NC(=O)OC(C)(C)C 7-((tert-Butoxycarbonyl)amino)-4-(tetrahydrofuran-3-yl)-3,4-dihydro-2H-benzo[b][1,4]oxazine-6-carboxylic acid methyl ester